BrC1=NC=C(C(=C1)C1=C(C=NC(=C1)C)C(=O)NC=1SC(=NN1)OC[C@H]1COCC1)OC (R)-2'-bromo-5'-methoxy-6-methyl-N-(5-((tetrahydrofuran-3-yl)methoxy)-1,3,4-thiadiazol-2-yl)-(4,4'-bipyridyl)-3-carboxamide